O1[C@@H](CC1)CN1C(=NC2=C1C=C(C=C2)C(=O)[O-])CN2CCC(CC2)C2=NC(=CC=C2)OCC2=NC1=CC=CC=C1C=C2 (S)-1-(oxetan-2-ylmethyl)-2-((4-(6-(quinolin-2-ylmethoxy)pyridin-2-yl)piperidine-1-yl)methyl)-1H-benzo[d]imidazole-6-carboxylate